NC1=NN2C(C=CC(=C2)C=2C=C(C(=NC2)C)NC(=O)N2OCC[C@H]2C2=CC=C(C=C2)C#N)=N1 (S)-N-(5-(2-amino-[1,2,4]triazolo[1,5-a]pyridin-6-yl)-2-methylpyridin-3-yl)-3-(4-cyanophenyl)isooxazolidine-2-carboxamide